6-bromo-7-fluoro-2-[(2R,4S)-2-fluoro-4-[[6-oxo-5-(trifluoromethyl)-1-(2-trimethylsilylethoxymethyl)pyridazin-4-yl]amino]pentyl]isoquinolin-1-one BrC=1C=C2C=CN(C(C2=CC1F)=O)C[C@@H](C[C@H](C)NC=1C=NN(C(C1C(F)(F)F)=O)COCC[Si](C)(C)C)F